NC1=NC(=C(C=C1C=1C=C2CCNC(C2=CC1F)=O)C1=CC=C(C=C1)N1CCS(CC1)(=O)=O)F 6-(2-amino-5-(4-(1,1-dioxidothiomorpholino)phenyl)-6-fluoropyridin-3-yl)-7-fluoro-3,4-dihydroisoquinolin-1(2H)-one